3-butyl-3-ethyl-5-(4-fluorophenyl)-7-methoxy-2,3,4,5-tetrahydro-1,5-benzothiazepine-8-carboxylic acid methyl ester 1,1-dioxide COC(=O)C1=CC2=C(N(CC(CS2(=O)=O)(CC)CCCC)C2=CC=C(C=C2)F)C=C1OC